C12CNCC2C1NC=1N=C(C2=C(N1)CN(CC2)C(=O)C2(CC2)C(F)(F)F)C2=CNC1=CC=CC=C21 (2-((3-azabicyclo[3.1.0]hex-6-yl)amino)-4-(1H-indol-3-yl)-5,8-dihydropyrido[3,4-d]pyrimidin-7(6H)-yl)(1-(trifluoromethyl)cyclopropyl)methanone